CC([C@@H](C(=O)OC(C)(C)C)N(C(=O)C1CC(C1)\C=C\S(=O)(=O)C)C)C tert-butyl (2S)-3-methyl-2-[methyl-[3-[(E)-2-methylsulfonylvinyl]-cyclobutanecarbonyl]amino]butanoate